FC1=CC2=C(C3=C(O2)C(=CC(=C3)C)N)C=C1 7-fluoro-2-methyldibenzo[b,d]furan-4-amine